3-(1-methoxycyclopropyl)-N-[1-(3-pyrimidin-2-ylpyrazin-2-yl)ethyl]-5-(trifluoromethyl)benzamide COC1(CC1)C=1C=C(C(=O)NC(C)C2=NC=CN=C2C2=NC=CC=N2)C=C(C1)C(F)(F)F